OC(C)(C)C=1N=CC(=NC1)N1C(O[C@@]2(C1)C[C@](CCC2)(OC)CN2C=NC1=C2C=C(C=C1)C#N)=O 1-(((5r,7s)-3-(5-(2-hydroxy-prop-2-yl)pyrazin-2-yl)-7-methoxy-2-oxo-1-oxa-3-azaspiro[4.5]decan-7-yl)methyl)-1H-benzo[d]imidazole-6-carbonitrile